2-(dimethylamino)ethylhydrazine CN(CCNN)C